1-(4-(4-((3-chloro-4-((4-(trifluoromethyl)pyridin-2-yl)methoxy)phenyl)amino)-7H-pyrrolo[2,3-d]pyrimidin-5-yl)piperidin-1-yl)prop-2-en-1-one ClC=1C=C(C=CC1OCC1=NC=CC(=C1)C(F)(F)F)NC=1C2=C(N=CN1)NC=C2C2CCN(CC2)C(C=C)=O